N-(2-(2,6-dioxopiperidin-3-yl)-1-oxoisoindolin-5-yl)-4-methoxybenzenesulfonamide O=C1NC(CCC1N1C(C2=CC=C(C=C2C1)NS(=O)(=O)C1=CC=C(C=C1)OC)=O)=O